(S)-6-(cyclopropylmethyl)-N-((S)-1-(5-(7-methoxy-2-methylquinolin-6-yl)-1H-imidazol-2-yl)-7-oxodecyl)-6-azaspiro[2.5]octane-1-carboxamide C1(CC1)CN1CCC2(C[C@@H]2C(=O)N[C@@H](CCCCCC(CCC)=O)C=2NC(=CN2)C=2C=C3C=CC(=NC3=CC2OC)C)CC1